N1=NC=CC2=CC(=CC=C12)C1=CNC=2N=C(N=C(C21)OC)NC2CC(C2)(O)C (1s,3s)-3-((5-(cinnolin-6-yl)-4-methoxy-7H-pyrrolo[2,3-d]pyrimidin-2-yl)amino)-1-methylcyclobutan-1-ol